[[4-(isocyanatomethyl) phenyl] methyl] carbamate C(N)(OCC1=CC=C(C=C1)CN=C=O)=O